R-Isobutylene CC(C)=C